3-bromo-1-(3-bromophenyl)-2,2-difluoropropan-1-one BrCC(C(=O)C1=CC(=CC=C1)Br)(F)F